ClC1=C(C(=CC=C1)F)N1N=C(C(=C1)NC1=CC=C(C=C1)C=1N(C=C(N1)C(F)(F)F)C)C(=O)N 1-(2-chloro-6-fluorophenyl)-4-((4-(1-methyl-4-(trifluoromethyl)-1H-imidazol-2-yl)phenyl)amino)-1H-pyrazole-3-carboxamide